pyrazine-2-carboxamide, trifluoroacetate salt FC(C(=O)O)(F)F.N1=C(C=NC=C1)C(=O)N